5-{2-amino-[1,2,4]triazolo[1,5-a]pyridin-7-yl}-2-methyl-N-{2-[3-(trifluoromethoxy)phenyl]ethyl}pyridine-3-carboxamide NC1=NN2C(C=C(C=C2)C=2C=C(C(=NC2)C)C(=O)NCCC2=CC(=CC=C2)OC(F)(F)F)=N1